C(C(C)C)(=O)OC(C1=CC=CC=C1)C ALPHA-METHYLBENZYL ISOBUTYRATE